(S)-2-(5-(diethylamino)-4-(2-methylpiperazin-1-yl)-7H-pyrrolo[2,3-d]pyrimidin-7-yl)isonicotinonitrile C(C)N(C1=CN(C=2N=CN=C(C21)N2[C@H](CNCC2)C)C=2C=C(C#N)C=CN2)CC